N-carbonyldifluoromethoxybenzenesulfonamide C(=O)=NS(=O)(=O)C1=C(C=CC=C1)OC(F)F